ClC=1C(=C2CN(CC2=CC1)C(C1=C(C(=C(C=C1O)O)C)C)=O)N(C(\C=C\CN(C)C)=O)C (E)-N-(5-Chloro-2-(4,6-dihydroxy-2,3-dimethylbenzoyl)isoindolin-4-yl)-4-(dimethyl-amino)-N-methylbut-2-enamide